N-[3-(5-bromo-1H-pyrazolo[3,4-b]pyridine-3-carbonyl)-2,6-difluorophenyl]ethanesulfonamide BrC=1C=C2C(=NC1)NN=C2C(=O)C=2C(=C(C(=CC2)F)NS(=O)(=O)CC)F